ClC1=C(C=2N=C(N=C(C2C(=N1)OCOC(=O)N1C2CNCC1CC2)O)SC)F (((7-chloro-8-fluoro-4-hydroxy-2-(methylthio)pyrido[4,3-d]pyrimidine-5-yl)oxy)methyl)-3,8-diazabicyclo[3.2.1]octane-8-carboxylate